C(C)(C)(C)OC(=O)N1CCN(CC1)C=1C=CC(=NC1)C(=O)O 5-(4-(tert-Butyloxycarbonyl)piperazine-1-yl)picolinic acid